C([O-])(O)=O.C(C)C(CN1C=[N+](C=C1)CCCCCCCCCCCC)CCCC 1-(2-ethylhexyl)-3-dodecylimidazolium bicarbonate